ClC1=CC(=C(COC2=C(C=C(C(=N2)C2=CC(=C(CC3=NC4=C(N3C[C@H]3OCC3)C=C(C=C4)C(=O)O)C=C2)F)F)F)C=C1)F (S)-2-(4-(6-(4-chloro-2-fluorobenzyloxy)-3,5-difluoropyridin-2-yl)-2-fluorobenzyl)-1-(oxetan-2-ylmethyl)-1H-benzo[d]imidazole-6-carboxylic acid